acryloxyundecylmethyldichlorosilane C(C=C)(=O)OCCCCCCCCCCC[Si](Cl)(Cl)C